2-(4-(6-((4-cyano-2-fluorobenzyl)oxy)pyridin-2-yl)-2-fluorobenzyl)-1-(2-(1-(fluoromethyl)cyclopropyl)ethyl)-1H-benzo[d]imidazole-6-carboxylic acid C(#N)C1=CC(=C(COC2=CC=CC(=N2)C2=CC(=C(CC3=NC4=C(N3CCC3(CC3)CF)C=C(C=C4)C(=O)O)C=C2)F)C=C1)F